2-(3-Fluoropiperidin-1-yl)isonicotinonitrile FC1CN(CCC1)C=1C=C(C#N)C=CN1